COC1=C(C=C(C=C1)OC)CC(=O)O 2,5-dimethoxyphenylacetic acid